tert-butyl 4-[[4-(4-bromo-2-pyridyl)piperazin-1-yl]methyl]-4-fluoro-piperidine-1-carboxylate BrC1=CC(=NC=C1)N1CCN(CC1)CC1(CCN(CC1)C(=O)OC(C)(C)C)F